BrC1=C(C=2C(N(C1=O)C)=CN(N2)CC#N)N2[C@H](CN([C@@H](C2)C)[C@@H](C)C=2C=C1N=CC=NC1=CC2)C 2-(6-bromo-7-((2S,5R)-2,5-dimethyl-4-((S)-1-(quinoxalin-6-yl)ethyl)piperazine-1-yl)-4-methyl-5-oxo-4,5-dihydro-2H-pyrazolo[4,3-b]Pyridin-2-yl)acetonitrile